C(C)(C)(C)OC(=O)NCC1CCC(CC1)C(=O)N[C@@H](CCOC1=C(C=CC(=C1)OC)C=1C=C2C(=CC=NC2=CC1)C(=O)OC)CC1=CC2=CC=CC=C2C=C1 methyl 6-(2-((R)-3-((1r,4R)-4-((tert-butoxycarbonylamino)methyl) cyclohexanecarboxamido)-4-(naphthalen-2-yl)butoxy)-4-methoxyphenyl)quinoline-4-carboxylate